C(#N)[C@H]1N(CCC1)C(CN1C[C@H](CC1)C=1OC2=C(C1C(=O)N)C=CC=C2F)=O ((S)-1-(2-((S)-2-cyanopyrrolidin-1-yl)-2-oxoethyl)pyrrolidin-3-yl)-7-fluorobenzofuran-3-carboxamide